N1=CC(=CC=C1)C1=NC2=CC=CC=C2C(=N1)N 2-(pyridin-3-yl)quinazolin-4-amine